4-(3-CYANOPHENYL)-6-PYRIDINYLPYRIMIDIN C(#N)C=1C=C(C=CC1)C1=NC=NC(=C1)C1=NC=CC=C1